CN1C(C2=CC=CC=C2C12C(N(CC2)C)=O)=O dimethylspiro[isoindoline-1,3'-pyrrolidine]-2',3-dione